Cl.N[C@H](C)C=1C=C2CN(C(C2=CC1)=O)C1C(NC(CC1)=O)=O 3-{5-[(1R)-1-aminoethyl]-1-oxo-2,3-dihydro-1H-isoindol-2-yl}piperidine-2,6-dione hydrochloride